ClC1=C(C=C(C=C1)NC(=O)NC1=CC(=CC=C1)C(=O)C=1C=C2N=CC=NC2=CC1)C(F)(F)F 1-(4-chloro-3-(trifluoromethyl)phenyl)-3-(3-(quinoxaline-6-carbonyl)phenyl)urea